5-(2,8-dimethylimidazo[1,2-b]pyridazin-6-yl)-2-(6-(1-ethylazetidin-3-yl)pyridazin-3-yl)phenylphenol hydrochloride Cl.CC=1N=C2N(N=C(C=C2C)C=2C=CC(=C(C2)C2=C(C=CC=C2)O)C=2N=NC(=CC2)C2CN(C2)CC)C1